(R)-2-(3-(1-((6-(3,3-difluorocyclobutoxy)-2,7-dimethyl-7H-pyrazolo[3,4-h]quinazolin-4-yl)amino)ethyl)phenyl)-2,2-difluoroethan-1-ol FC1(CC(C1)OC=1C=C2C(=NC(=NC2=C2C1N(N=C2)C)C)N[C@H](C)C=2C=C(C=CC2)C(CO)(F)F)F